(R)-3-(6-(2-Benzyl-4-(methylsulfonyl)piperazin-1-yl)-1-methyl-1H-pyrazolo[3,4-d]pyrimidin-3-yl)-2,6-difluoro-5-(prop-1-yn-1-yl)phenol C(C1=CC=CC=C1)[C@H]1N(CCN(C1)S(=O)(=O)C)C1=NC=C2C(=N1)N(N=C2C=2C(=C(C(=C(C2)C#CC)F)O)F)C